((1-(6-chloro-4-isopropyl-2,7-naphthyridin-1-yl)azetidin-3-yl)methyl)carbamic acid methyl ester COC(NCC1CN(C1)C1=NC=C(C2=CC(=NC=C12)Cl)C(C)C)=O